6-benzyl-1,2,3,3a,4,5,7,7a-octahydropyrrolo[2,3-c]pyridine dihydrochloride salt Cl.Cl.C(C1=CC=CC=C1)N1CC2C(CC1)CCN2